ClC1(C(C1)C(=O)OCC)Cl ethyl 2,2-dichlorocyclopropane-1-carboxylate